C(N)(=N)N1CCC(=CC1)C1=C(C=C(C(=O)NC2=CC(=C(C(=C2)C)C=2CCN(CC2)C(N)=N)F)C=C1)F 4-(1-carbamimidoyl-1,2,3,6-tetrahydro-pyridin-4-yl)-N-[4-(1-carbamimidoyl-1,2,3,6-tetrahydro-pyridin-4-yl)-3-fluoro-5-methyl-phenyl]-3-fluoro-benzamide